4-(4-bromophenyl)-1,4-diazepan-1-carboxylic acid tert-butyl ester C(C)(C)(C)OC(=O)N1CCN(CCC1)C1=CC=C(C=C1)Br